N-cyclohexyl-N'-[2-[4-(diphenylmethyl)-1-piperazinyl]-5-[(hexahydro-1H-1,4-diazepin-1-yl)carbonyl]-phenyl]urea C1(CCCCC1)NC(=O)NC1=C(C=CC(=C1)C(=O)N1CCNCCC1)N1CCN(CC1)C(C1=CC=CC=C1)C1=CC=CC=C1